dimethyloctadecyl-[3-(trimethoxysilylpropyl)propyl]ammonium chloride [Cl-].C[N+](CCCCCC[Si](OC)(OC)OC)(CCCCCCCCCCCCCCCCCC)C